(1-(4-butylphenyl)ethyl)-6-methyl-4-(pyrimidin-2-ylmethoxy)pyridin-2(1H)-one C(CCC)C1=CC=C(C=C1)C(C)N1C(C=C(C=C1C)OCC1=NC=CC=N1)=O